(R)-2-(6-(5-methyl-2-((1-methyl-1H-pyrazol-5-yl)amino)pyrimidin-4-yl)-1-oxo-3,4-dihydropyrrolo[1,2-c]pyrimidin-2(1H)-yl)propionic acid tert-butyl ester C(C)(C)(C)OC([C@@H](C)N1C(N2C(CC1)=CC(=C2)C2=NC(=NC=C2C)NC2=CC=NN2C)=O)=O